C1(=CCC=C1)CCC(=O)O 3-(cyclopent-1,4-dienyl)propionic acid